4-(4-(3-(6-chloro-2-(diaminomethyleneamino)quinazolin-4-yl)phenyl)piperazin-1-yl)butanoic acid 2,2,2-trifluoroacetic Acid Salt FC(C(=O)O)(F)F.ClC=1C=C2C(=NC(=NC2=CC1)N=C(N)N)C=1C=C(C=CC1)N1CCN(CC1)CCCC(=O)O